tert-butyl N-[3-(3-[3-[1-(2,6-dioxopiperidin-3-yl)-3-methyl-2-oxo-2,3-dihydro-1H-1,3-benzodiazol-4-yl]propoxy]propoxy)propyl]carbamate O=C1NC(CCC1N1C(N(C2=C1C=CC=C2CCCOCCCOCCCNC(OC(C)(C)C)=O)C)=O)=O